BrC=1C(=NC=C(C(=O)O)C1)Cl 5-bromo-6-chloronicotinic acid